Cl\C(=C/C=C/C/C=C/C1=CC(=C(C=C1)O)OC)\C=C\C1=CC(=C(C=C1)OC)OC (1E,4E,6Z,8E)-7-chloro-1-(4-hydroxy-3-methoxyphenyl)-9-(3,4-dimethoxyphenyl)nona-1,4,6,8-tetraen